1,5-diacetyl-indoline C(C)(=O)N1CCC2=CC(=CC=C12)C(C)=O